BrC1=C(C=C2C(=C(C(=NC2=C1F)N=C(C1=CC=CC=C1)C1=CC=CC=C1)C#N)N1CCN(CC1)C(=O)OC(C)(C)C)Cl tert-Butyl 4-(7-bromo-6-chloro-3-cyano-2-((diphenylmethylene)amino)-8-fluoroquinolin-4-yl)piperazine-1-carboxylate